ClC1=CN=C(N=N1)N1CCC2([C@@H]([C@@H](OC2)C)NS(=O)C(C)(C)C)CC1 N-((3S,4S)-8-(6-chloro-1,2,4-triazin-3-yl)-3-methyl-2-oxa-8-azaspiro[4.5]decane-4-yl)-2-methylpropane-2-sulfinamide